C(CC)P([O-])(=O)CCC.[Fe+3].C(CC)P([O-])(=O)CCC.C(CC)P([O-])(=O)CCC ferric dipropylphosphinate